BrC1=CC=C(C=C1)P=O (p-bromophenyl)phosphorus oxide